CC=1C=C(C[SH2+])C=CC1 (3-methylbenzyl)sulfonium